FC1N(CCC1)S(=O)(=O)N Fluoropyrrolidine-1-sulfonamide